Potassium (2S)-2-(α-D-glucopyranosyl)propanoate [C@H]1([C@H](O)[C@@H](O)[C@H](O)[C@H](O1)CO)[C@@H](C(=O)[O-])C.[K+]